3-(2-ethoxyethyl)-2-methyl-5-(5-(trifluoromethyl)-4H-1,2,4-triazol-3-yl)pyridine C(C)OCCC=1C(=NC=C(C1)C1=NN=C(N1)C(F)(F)F)C